COC=1C(=C(C=NC1)N)C 5-methoxy-4-methylpyridin-3-amine